O=C1NC(CCC1C1=CC=C(CN2CCC(CC2)C2=NC(=C(C(=O)N)C=C2)C2=CC=C(C=C2)OC2=CC=CC=C2)C=C1)=O 6-(1-(4-(2,6-dioxopiperidin-3-yl)benzyl)piperidin-4-yl)-2-(4-phenoxyphenyl)nicotinamide